((fluoromethyl)(trifluoromethyl)amino)-1-(2-(3-(trifluoromethoxy)phenethyl)phenoxy)butan-2-ol FCN(C(F)(F)F)C(C(CC)O)OC1=C(C=CC=C1)CCC1=CC(=CC=C1)OC(F)(F)F